C(O)([O-])=O.[Bi+3].C(O)([O-])=O.C(O)([O-])=O bismuth hydrogencarbonate